4-hydroxymethyl-8-vinyloxycarbonyl-tricyclo[5.2.1.02,6]decane OCC1CC2C3CC(C(C2C1)C3)C(=O)OC=C